4-(3,3-difluoropyrrolidin-1-yl)-2-(3-(hydroxymethyl)piperidine-1-carbonyl)-4-methylpent-2-enenitrile FC1(CN(CC1)C(C=C(C#N)C(=O)N1CC(CCC1)CO)(C)C)F